5-(3-[((2S)-1,4-benzodioxan-2-ylmethyl)amino]propoxy)-1,3-benzodioxol O1[C@H](COC2=C1C=CC=C2)CNCCCOC2=CC1=C(OCO1)C=C2